5-amino-1-(2-((2-((S)-1-(3-chloro-2-fluorophenyl)-2-(dimethylamino)ethylamino)-2-oxoethyl)((R)-1-hydroxypropan-2-yl)amino)-2-oxoethyl)-1H-indazole-3-carboxamide NC=1C=C2C(=NN(C2=CC1)CC(=O)N([C@@H](CO)C)CC(=O)N[C@H](CN(C)C)C1=C(C(=CC=C1)Cl)F)C(=O)N